NC1=CC(=C(CN[C@H]2C[C@H](CCC2)S)C=C1)Cl cis-3-[(4-amino-2-chloro-benzyl)amino]-cyclohexanethiol